C(C)(C)(C)OC(=O)N1CCOCC1 morpholine-4-carboxylic acid tertButyl ester